CC(=O)N(CCCC[C@@H](C(=O)[O-])[NH3+])O The molecule is zwitterionic form of N(6)-acetyl-N(6)-hydroxy-L-lysine arising from transfer of a proton from the carboxy to the amino group; major species at pH 7.3 It is a tautomer of a N(6)-acetyl-N(6)-hydroxy-L-lysine.